ClC1=C(C=CC=C1C1C(NC(CC1)=O)=O)C1=CC=C(C=C1)N1C(C(=CC=C1)C=C(F)F)=O 3-(2-chloro-4'-(3-(2,2-difluorovinyl)-2-oxopyridin-1(2H)-yl)-[1,1'-biphenyl]-3-yl)piperidine-2,6-dione